(1R,2S)-2-[(Z)-5-tetrahydropyran-2-yloxy-pent-2-enyl]Cyclopropanecarboxylic acid O1C(CCCC1)OCC\C=C/C[C@@H]1[C@@H](C1)C(=O)O